ClC1=C(C=CC(=C1)OC)N1C(C(=CC=C1C(F)(F)F)C(=O)O)=O 1-(2-chloro-4-methoxyphenyl)-2-oxo-6-(trifluoromethyl)-1,2-dihydropyridine-3-carboxylic acid